ClC1=NC(=CC(=C1)C1=CC=CC=2N1N=CC2C(=O)N2CCCCC2)Cl (7-(2,6-dichloropyridin-4-yl)pyrazolo[1,5-a]pyridin-3-yl)(piperidin-1-yl)methanone